C(C)(C)(C)OC(=O)N1C2CN(CC1C2)C2=CC(=CC(=N2)B(O)O)Cl (6-(6-(tert-butoxycarbonyl)-3,6-diazabicyclo[3.1.1]heptan-3-yl)-4-chloropyridin-2-yl)boronic acid